C1(=CC=CC=C1)N1C=2C=C(C=CC2B2C3=C1C=CC=C3N(C=3C=CC=CC23)C2=CC=CC=C2)N(C2=CC(=CC=C2)N(C2=CC=CC=C2)C2=CC=CC=C2)C2=CC=CC=C2 N1-(5,9-diphenyl-5,9-dihydro-5,9-diaza-13b-boranaphtho[3,2,1-de]anthracen-3-yl)-N1,N3,N3-triphenylbenzene-1,3-diamine